N-[4-[[5-[[(2S)-2-(4-chloro-6-oxo-pyridazin-1-yl)propanoyl]amino]-2-methyl-phenyl]sulfonylamino]butyl]hex-5-ynamide ClC=1C=NN(C(C1)=O)[C@H](C(=O)NC=1C=CC(=C(C1)S(=O)(=O)NCCCCNC(CCCC#C)=O)C)C